FC=1C(=C2C(=NC1)NC(=C2)C2CCN(CC2)C(=O)OC(C)(C)C)C2CCN(CC2)C(C2=CC=C(C=C2)OC(F)(F)F)=O tert-butyl 4-(5-fluoro-4-{1-[4-(trifluoromethoxy) benzoyl] piperidin-4-yl}-1H-pyrrolo[2,3-b]pyridin-2-yl)piperidine-1-carboxylate